FC(C(=O)O)(F)F.N[C@H](C#N)C[C@H]1C(NCC1)=O (S)-2-amino-3-((S)-2-oxopyrrolidin-3-yl)propanenitrile 2,2,2-trifluoroacetate